O1C(=CC2=C1C=CC=C2)S(=O)(=O)N2CCC1(CC(CO1)N1CCOCC1)CC2 8-(benzofuran-2-ylsulfonyl)-3-morpholino-1-oxa-8-azaspiro[4.5]decane